4-chloro-7-(1-cyclopropyl-piperidin-4-yl)-5-iodo-7H-pyrrolo[2,3-d]pyrimidine ClC=1C2=C(N=CN1)N(C=C2I)C2CCN(CC2)C2CC2